C(CCC)OCCOCCCC ethylene glycol diButyl ether